FC(C(=O)[O-])(F)F.C1(=CC=CC=C1)CS(=O)(=O)NC1=C(OC/C=C/C2C[NH2+]C2)C=CC(=C1)C(=O)N1CCC(CC1)C1=CC=C(C=C1)OC=1N=NC(=CC1)C(F)(F)F (E)-3-(3-(2-((phenylmethyl)sulfonamido)-4-(4-(4-((6-(trifluoromethyl)pyridazin-3-yl)oxy)phenyl)piperidine-1-carbonyl)phenoxy)prop-1-en-1-yl)azetidin-1-ium 2,2,2-trifluoroacetate